3-(4,5-diphenyloxazol-2-yl)-N-(4-vinylphenyl)propylamine C1(=CC=CC=C1)C=1N=C(OC1C1=CC=CC=C1)CCCNC1=CC=C(C=C1)C=C